C(C(C)C)OC(=O)NC1=C(N=NN1C)C1=CC=C(C(=N1)C)OC[C@H]1[C@@H](CC1)C(=O)O (1R,2R)-2-(((6-(5-((isobutoxycarbonyl)amino)-1-methyl-1H-1,2,3-triazol-4-yl)-2-methylpyridin-3-yl)oxy)methyl)cyclobutane-1-carboxylic acid